serine-d3 [2H][C@](CO)(C(=O)O)N([2H])[2H]